tert-Butyl (±)-trans-3-nitro-4-phenylpyrrolidine-1-carboxylate [N+](=O)([O-])[C@@H]1CN(C[C@H]1C1=CC=CC=C1)C(=O)OC(C)(C)C |r|